(R)-4-(3-(difluoromethyl)isoxazol-5-yl)-N-(8-methylisoquinolin-1-yl)-N-(piperidin-3-yl)piperidine-1-carboxamide FC(C1=NOC(=C1)C1CCN(CC1)C(=O)N([C@H]1CNCCC1)C1=NC=CC2=CC=CC(=C12)C)F